3-Amino-6-bromo-5-trifluoromethyl-pyrazine-2-carboxylic acid (2-methyl-2-morpholin-4-yl-propyl)-amide CC(CNC(=O)C1=NC(=C(N=C1N)C(F)(F)F)Br)(C)N1CCOCC1